1-(3-Methylpyridin-2-yl)ethan-1-one CC=1C(=NC=CC1)C(C)=O